CN1N=NC2=C1C=CC(=C2C)[C@H](CC(=O)O)C=2C=C(C1=C(C=CS1)C2)CN2C[C@H](OC1=C([C@H]2C)N=C(C=C1)O)CC |o1:32| (3R)-3-(1,4-dimethyl-1H-benzotriazol-5-yl)-3-(7-{[(2R,5R*)-2-ethyl-7-hydroxy-5-methyl-2,3-dihydropyrido[2,3-f][1,4]oxazepin-4(5H)-yl]methyl}-1-benzothien-5-yl)propanoic acid